C(C)(C)(C)OC(NCC1=CC(=C(C=C1)C)C(NC(C)C1=CC(=NC2=CC=CC=C12)N1C(CCC1)=O)=O)=O tert-butyl(4-methyl-3-((1-(2-(2-oxopyrrolidin-1-yl)quinolin-4-yl)ethyl) carbamoyl)benzyl)carbamate